ClC=1C(=C(C=CC1OCC(CC)O)C=1C(CC(NN1)=O)C)F 6-[3-chloro-2-fluoro-4-(2-hydroxybutoxy)phenyl]-5-methyl-4,5-dihydro-2H-pyridazin-3-one